C(C1=CC=CC=C1)OC(=O)N[C@@H]1CC(CC1)N(CC(CCN(C)C)F)C {7-[(3S)-3-{[(benzyloxy)carbonyl]amino}cyclopentyl]-5-fluoro-2,7-diazaoct-2-yl}methane